C1(=CC=CC=C1)[C@@H](C)N1[C@@H]2C=C[C@H]([C@H]1C(=O)OCC)CC2 (1S,3S,4R)-Ethyl 2-((R)-1-phenylethyl)-2-azabicyclo[2.2.2]oct-5-ene-3-carboxylate